O[C@@H]([C@@H]([C@@H](CO)O)O)C=1N=C(NC1)/C(/C)=N/O (E)-1-(4-((1R,2S,3R)-1,2,3,4-tetrahydroxybutyl)-1H-imidazol-2-yl)ethanone oxime